CN(C(=O)C=1C=NN2C1CN(CC2)C(=O)C=2NC1=C(C=CC(=C1C2)F)F)C2(CC2)C2=CC=C(C(=O)O)C=C2 4-{1-[N-methyl-5-(4,7-difluoro-1H-indole-2-carbonyl)-4H,5H,6H,7H-pyrazolo[1,5-a]pyrazine-3-amido]cyclopropyl}benzoic acid